NC1(CCNCC1)C(=O)N1CCN(CC1)C(C1=C(C=C(C=C1)NC=1C=2N(C=CN1)C(=CN2)C2=C(C(=C(C=C2)OC)F)F)C)=O (4-aminopiperidin-4-yl)(4-(4-((3-(2,3-difluoro-4-methoxyphenyl)imidazo[1,2-a]pyrazin-8-yl)amino)-2-methylbenzoyl)piperazin-1-yl)methanone